5-(3-cyanophenyl)-N-(3-((4-methylpiperazin-1-yl)methyl)-1,2,4-thiadiazol-5-yl)furan-3-carboxamide C(#N)C=1C=C(C=CC1)C1=CC(=CO1)C(=O)NC1=NC(=NS1)CN1CCN(CC1)C